COC1=C2C=CC(OC2=CC=C1C(=O)NC1=NN(C2=CC=CC=C12)CCC1=CC=NC=C1)(C)C 5-Methoxy-2,2-dimethyl-N-(1-(2-(pyridin-4-yl)ethyl)-1H-indazol-3-yl)-2H-chromene-6-carboxamide